ClC1=C(NC2=NN(C=3C2=NC=C(C3)C=O)C)C=CC=C1C1=CC3=C(OCCO3)C=C1 3-(2-chloro-3-(1,4-Benzodioxan-6-yl)anilino)-1-methylpyrazolo[4,5-b]pyridine-6-carbaldehyde